1-[(3,5-dimethoxyphenyl)methyl]-6-[3-(trifluoromethyl)phenyl]-3H-imidazo[4,5-b]pyridin-2-one COC=1C=C(C=C(C1)OC)CN1C(NC2=NC=C(C=C21)C2=CC(=CC=C2)C(F)(F)F)=O